O=C1[C@@H]2N(C3=C(N1)N=CC=C3)CCN(C2)C(=O)OCC2=CC=CC=C2 |r| benzyl (±)-5-oxo-1,2,4,4a,5,6-hexahydro-3H-pyrazino[1,2-a]pyrido[2,3-e]pyrazine-3-carboxylate